ClC=1C=C(C=CC1F)[C@H](NC(=O)N1[C@@H](C(NCC1)=O)C)C1CCC2(CC2(F)F)CC1 (2R)-N-((R)-(3-chloro-4-fluorophenyl)(trans-1,1-difluorospiro[2.5]octane-6-yl)methyl)-2-methyl-3-oxopiperazine-1-carboxamide